9,9'',9''''-(4-(3,4-di(pyridin-4-yl)phenyl)pyridine-2,3,6-triyl)tris(9H-3,9'-bicarbazole) N1=CC=C(C=C1)C=1C=C(C=CC1C1=CC=NC=C1)C1=C(C(=NC(=C1)N1C2=CC=CC=C2C=2C=C(C=CC12)N1C2=CC=CC=C2C=2C=CC=CC12)N1C2=CC=CC=C2C=2C=C(C=CC12)N1C2=CC=CC=C2C=2C=CC=CC12)N1C2=CC=CC=C2C=2C=C(C=CC12)N1C2=CC=CC=C2C=2C=CC=CC12